O=C1NC(CCC1NS(=O)(=O)C1=C(C=CC(=C1)[N+](=O)[O-])C)=O N-(2,6-dioxopiperidin-3-yl)-2-methyl-5-nitrobenzenesulfonamide